ClC=1C(=NC=CC1)C1(CC(C1)OC)C#N 1-(3-chloropyridin-2-yl)-3-methoxycyclobutane-1-carbonitrile